ClC=1C(=NC=C(C1)Cl)OC1CCC2(C(NC3=CC=C(C=C23)C(=O)NO)=O)CC1 cis-4-[(3,5-dichloro-2-pyridyl)oxy]-2'-oxo-spiro[cyclohexane-1,3'-indoline]-5'-carbohydroxamic acid